F[B-](F)(F)F.C1(=CC=CC=C1)N1C=[NH+]C=C1 N-(phenyl)imidazolium tetrafluoroborate